O1C[C@@H](CC12CCNCC2)NC(OC(C)(C)C)=O tert-butyl (R)-(1-oxa-8-azaspiro[4.5]decan-3-yl)carbamate